tert-butyl N-[(3R)-5-[[4-(cyclopentoxy)phenyl]methyl]-1,1,4-trioxo-7-(5-pyrrolidin-3-yl-1,3,4-oxadiazol-2-yl)-2,3-dihydro-1λ6,5-benzothiazepin-3-yl]carbamate C1(CCCC1)OC1=CC=C(C=C1)CN1C([C@H](CS(C2=C1C=C(C=C2)C=2OC(=NN2)C2CNCC2)(=O)=O)NC(OC(C)(C)C)=O)=O